FC1=C(C=CC=C1)C1=NC=2C(=C3C(=NC2)NC=C3)N1C=1C=NNC1 4-(2-(2-fluorophenyl)imidazo[4,5-d]pyrrolo[2,3-b]pyridin-1(6H)-yl)-1H-pyrazole